10-(2,5-dihydroxyphenyl)-10H-9-oxa-10-phosphaphenanthrene-10-oxide OC1=C(C=C(C=C1)O)P1(OC2=CC=CC=C2C=2C=CC=CC12)=O